NC1=NC(=C2N=CN(C2=N1)[C@H]1[C@H]([C@@H]2OP(OC[C@H]2O1)(=O)OCC[C@H](C(=O)OC(C)C)C)OC(=O)OCC1=CC=CC=C1)OC isopropyl (2R)-4-(((4aR,6R,7S,7aR)-6-(2-amino-6-methoxy-9H-purin-9-yl)-7-(((benzyloxy)carbonyl)oxy)-2-oxidotetrahydro-4H-furo[3,2-d][1,3,2]dioxaphosphinin-2-yl)oxy)-2-methylbutanoate